3-chloro-5-(6-chloropyridin-3-yl)-6-methyl-4-(2,4,6-trifluoro-phenyl)pyridazine ClC=1N=NC(=C(C1C1=C(C=C(C=C1F)F)F)C=1C=NC(=CC1)Cl)C